CN1OC2=C(C1=O)C=CC(=C2)C2=C(C=CC=C2)NC2=CC=C(C=C2)C(F)(F)F 2-Methyl-6-(2-((4-(trifluoromethyl)phenyl)amino)phenyl)benzo[d]isoxazol-3(2H)-one